C(CC)(=O)[O-].C(CC)(=O)[O-].[Na+].[Na+] sodium dipropionate